(R)-5-(2-(dimethylamino)ethoxy)-N-(1-(3-(1-ethyl-1H-pyrazol-3-yl)-5-(1-(2,2,2-trifluoroethyl)-1H-pyrazol-4-yl)phenyl)ethyl)-2-methylbenzamide CN(CCOC=1C=CC(=C(C(=O)N[C@H](C)C2=CC(=CC(=C2)C=2C=NN(C2)CC(F)(F)F)C2=NN(C=C2)CC)C1)C)C